COC(CNCC(=O)O)=O.C(#C)OB(O)O ethynyl-boric acid methyl-iminodiacetate